O=C(C(=O)O)C1=C(NC2=CC=CC=C12)C1=CC=CC=C1 oxo(2-phenyl-1H-indol-3-yl)acetic acid